3,4,6-trichlorocoumarin ClC=1C(OC2=CC=C(C=C2C1Cl)Cl)=O